CC1=CC2=C(NC(C3=C(C2)C=CC=C3)=O)C=C1 2-methyl-5H-dibenzo[b,e]azepin-6(11H)-one